O1CCC(=CC1)C1=C(C=C(C=C1)[N+](=O)[O-])CN(C)C 1-(2-(3,6-Dihydro-2H-pyran-4-yl)-5-nitrophenyl)-N,N-dimethylmethylamine